1-benzyl-N-(7-(3,3-dimethylbut-1-yn-1-yl)-5-methyl-4-oxo-2,3,4,5-tetrahydrobenzo[b][1,4]oxazepin-3-yl)-1H-1,2,4-triazole-3-carboxamide C(C1=CC=CC=C1)N1N=C(N=C1)C(=O)NC1C(N(C2=C(OC1)C=CC(=C2)C#CC(C)(C)C)C)=O